benzyl S-(2-(4-methylcyclohex-3-en-1-yl)propan-2-yl)cysteinate CC1=CCC(CC1)C(C)(C)SC[C@H](N)C(=O)OCC1=CC=CC=C1